2-(7-fluoro-1-naphthyl)ethylamine hydrochloride Cl.FC1=CC=C2C=CC=C(C2=C1)CCN